O[C@@H](COC=1C=C2C(C3=C(C4=C(O3)C=C(C=C4)OC(NC4=C(C=CC(=C4)C(C)(C)C)OC)=O)C(C2=CC1)=O)(C)C)CO (5-tert-Butyl-2-methoxy-phenyl)-carbamic acid 8-((R)-2,3-dihydroxy-propoxy)-6,6-dimethyl-11-oxo-6,11-dihydro-benzo[b]naphtho[2,3-d]furan-3-yl ester